OC1=C(C2=CC=C(C=C2C=C1)C(C)O)C=O 2-Hydroxy-6-(1-hydroxyethyl)-1-naphthaldehyde